C(C)(C)(C)OC(NC1CCOC2=C(C=CC(=C12)Cl)SCC1=CC=CC=C1)=O (8-(Phenylmethylthio)-5-chlorochroman-4-yl)carbamic acid tert-butyl ester